3,3-dimethylpentan-1-amine CC(CCN)(CC)C